FC(C=1C(=C(C=CC1)CCN)F)F 3-(difluoromethyl)-2-fluorophenylethylamine